The molecule is a retinoid consisting of 3,7-dimethylnona-2,4,6,8-tetraen-1-ol substituted at position 9 by a 2,6,6-trimethylcyclohex-1-en-1-yl group (geometry of the four exocyclic double bonds is not specified). It has a role as a human metabolite. It is a primary alcohol and a retinoid. CC1=C(C(CCC1)(C)C)C=CC(=CC=CC(=CCO)C)C